C([O-])([O-])=O.[Mn+2].[Cu+2].C([O-])([O-])=O copper-manganese carbonate